FC1=CC=C(C=C1)C1=CC(=C(C=N1)CNC(C=C)=O)N1CCCC1 N-((6-(4-fluorophenyl)-4-(pyrrolidin-1-yl)pyridin-3-yl)methyl)acrylamide